triethylamine isooctanoate salt C(CCCCC(C)C)(=O)O.C(C)N(CC)CC